C(CCC)SC=1C=C2C[C@@H](C(=CC2=CC1)CN1CC(C1)C(=O)O)C 1-{[(3S)-6-(butylsulfanyl)-3-methyl-3,4-dihydro-2-naphthyl]Methyl}-3-azetidinecarboxylic acid